FC1(CN(CCC1C=O)C(=O)OC(C)(C)C)F tert-butyl 3,3-difluoro-4-formylpiperidine-1-carboxylate